4-(((1R,5R)-4-(hydroxymethyl)-3-oxabicyclo[3.1.0]hexan-1-yl)amino)-3-(2-methyl-4-phenoxybenzoyl)-1H-pyrrolo[2,3-b]pyridine-5-carbonitrile OCC1OC[C@]2(C[C@@H]12)NC1=C2C(=NC=C1C#N)NC=C2C(C2=C(C=C(C=C2)OC2=CC=CC=C2)C)=O